N-((4-(4-(trifluoromethyl)phenyl)-1,2,3,4-tetrahydroquinoxalin-2-yl)methyl)acrylamide FC(C1=CC=C(C=C1)N1CC(NC2=CC=CC=C12)CNC(C=C)=O)(F)F